1-[5-(5-fluoro-2-methoxypyridin-4-yl)-1H-pyrazole-3-carbonyl]-N-[(1,3-oxazol-5-yl)methyl]piperidine-4-carboxamide FC=1C(=CC(=NC1)OC)C1=CC(=NN1)C(=O)N1CCC(CC1)C(=O)NCC1=CN=CO1